2-(3-fluorophenyl)-5-(furan-3-yl)-N4-(piperidin-4-yl)pyrimidine-2,4-diamine FC=1C=C(C=CC1)C1(NC=C(C(=N1)NC1CCNCC1)C1=COC=C1)N